(S)-quinuclidin-3-yl((R)-6-(4-butoxy-3,5-dimethylphenyl)-2,2-dimethyl-1,2,3,4-tetrahydronaphthalen-1-yl)carbamate N12C[C@H](C(CC1)CC2)OC(N[C@@H]2C(CCC1=CC(=CC=C21)C2=CC(=C(C(=C2)C)OCCCC)C)(C)C)=O